CC1(CCN(CC1)C1=C(C=NC2=CC=CC=C12)C(=O)N1CCN(CC1)C(CC)=O)C#N 4-methyl-1-(3-(4-propionylpiperazine-1-carbonyl)quinolin-4-yl)piperidine-4-carbonitrile